FC1=C(C=C(C=C1)C1CCC(CC1)=O)C 4-(4-fluoro-3-methylphenyl)cyclohexane-1-one